C(C)(=O)C1=CN(C2=CC=C(C=C12)C=1C=NC(=C(C1)Cl)C)CC(=O)OC(C)(C)C tert-Butyl 2-(3-acetyl-5-(5-chloro-6-methylpyridin-3-yl)-1H-indol-1-yl)acetate